Cl.COC([C@@H](NC([C@@H](NC([C@H](CCC1=CC=CC=C1)N)=O)CC(C)C)=O)CC1=CC=CC=C1)=O ((S)-2-amino-4-phenylbutyryl)-L-leucyl-L-phenylalanine methyl ester hydrochloride